CN1CCN(CC1)S(=O)(=O)C(C)C1=CC=2NC3=CC=CC=C3SC2C=C1 2-(1-((4-methylpiperazin-1-yl)sulfonyl)ethyl)-10H-phenothiazine